CC=1C=C(\C=C/C=2C=CC(=C(C2)NC(=S)NC2=CC=C(C=C2)OC)OC)C=C(C1C)C (Z)-1-(5-(3,4,5-trimethylstyryl)-2-methoxyphenyl)-3-(4-methoxyphenyl)thiourea